C(C)OC1=NC=CC=C1CC1=CC=C(CC2C(N(C(C(OC(C(N(C(C(OC(C(N(C(C(OC(C(N(C(C(O2)=O)CC(C)C)C)=O)C)=O)CC(C)C)C)=O)CC2=CC=C(C=C2)CC=2C(=NC=CC2)OCC)=O)CC(C)C)C)=O)C)=O)CC(C)C)C)=O)C=C1 6,18-bis(4-((2-ethoxypyridin-3-yl)methyl)benzyl)-3,9,15,21-tetraisobutyl-4,10,12,16,22,24-hexamethyl-1,7,13,19-tetraoxa-4,10,16,22-tetraazacyclotetracosan-2,5,8,11,14,17,20,23-octaone